C(C)(C)(C)OC(=O)OCC([C@H](C[C@H]1C(N(CC1)C(=O)OC(C)(C)C)=O)NC([C@@H](NC(=O)C=1NC2=CC=CC(=C2C1)OC)CC(C)C)=O)=O tert-butyl (3S)-3-[(2S)-4-[(tert-butoxycarbonyl)oxy]-2-({N-[(4-methoxy-1H-indol-2-yl)carbonyl]-L-leucyl}amino)-3-oxobutyl]-2-oxopyrrolidine-1-carboxylate